1'-(3-((4-butoxyphenyl)sulfonyl)-6-(methylthio)quinolin-4-yl)-[1,4'-bipiperidin]-3-ol C(CCC)OC1=CC=C(C=C1)S(=O)(=O)C=1C=NC2=CC=C(C=C2C1N1CCC(CC1)N1CC(CCC1)O)SC